N1-(3-(bis(4-(tert-butyl)phenyl)amino)-2-bromo-5-(tert-butyl)phenyl)-2-bromo-5-(tert-butyl)-N1,N3,N3-tris(4-(tert-butyl)phenyl)benzene-1,3-diamine C(C)(C)(C)C1=CC=C(C=C1)N(C=1C(=C(C=C(C1)C(C)(C)C)N(C1=C(C(=CC(=C1)C(C)(C)C)N(C1=CC=C(C=C1)C(C)(C)C)C1=CC=C(C=C1)C(C)(C)C)Br)C1=CC=C(C=C1)C(C)(C)C)Br)C1=CC=C(C=C1)C(C)(C)C